NC1=C(C(=O)NCC2=C(C=CC=C2)NC(OC(C)(C)C)=O)C=CC=C1 tert-butyl [2-[(2-aminobenzamido)methyl]phenyl]carbamate